C(C)(C)(C)OC(NC1(CCN(CC1)C1=NC(=C(C2=C1C=NN2COCC[Si](C)(C)C)C2=C(C(=CC=C2)Cl)Cl)C)C)=O tert-butyl-N-[1-[7-(2,3-dichlorophenyl)-6-methyl-1-(2-trimethylsilylethoxymethyl) pyrazolo[4,3-c]pyridin-4-yl]-4-methyl-4-piperidyl]carbamate